3-amino-6-(3-methylimidazo[1,2-a]pyridin-6-yl)-N-((3-methyltetrahydrofuran-3-yl)methyl)-5-(Oxazol-2-yl)pyrazine-2-carboxamide NC=1C(=NC(=C(N1)C=1OC=CN1)C=1C=CC=2N(C1)C(=CN2)C)C(=O)NCC2(COCC2)C